tertbutyl (R)-2-(((5-(2-((5,6-dimethylpyridazin-3-yl)amino)pyrazolo[1,5-a]pyridin-5-yl)-1-methyl-1H-pyrazol-4-yl)oxy)methyl)azetidine-1-carboxylate CC=1C=C(N=NC1C)NC1=NN2C(C=C(C=C2)C2=C(C=NN2C)OC[C@@H]2N(CC2)C(=O)OC(C)(C)C)=C1